5-(azetidin-2-ylmethoxy)-N-(1-(7-methoxyquinolin-5-yl)cyclopropyl)-2-methyl-4-nitrobenzamide N1C(CC1)COC=1C(=CC(=C(C(=O)NC2(CC2)C2=C3C=CC=NC3=CC(=C2)OC)C1)C)[N+](=O)[O-]